3-(Nonyloxy)-5-(undecyloxy)benzyl 4-(4-(2-hydroxyethyl)piperazin-1-yl)butanoate OCCN1CCN(CC1)CCCC(=O)OCC1=CC(=CC(=C1)OCCCCCCCCCCC)OCCCCCCCCC